OC(CN1N=CC(=C1)C1=NC2=CC=C(C=C2C(=N1)N1[C@H](COCC1)C1=CC=CC=C1)C=1C=C(C(N(C1)C)=O)C)(C)C (S)-5-(2-(1-(2-hydroxy-2-methylpropyl)-1H-pyrazol-4-yl)-4-(3-phenylmorpholinyl)quinazolin-6-yl)-1,3-dimethylpyridin-2(1H)-one